CN1CC2=C(CC1)N=C(S2)NC(C2=C(C=CC(=C2)[N+](=O)[O-])SC2=NN=NN2C)=O N-(5-methyl-4,5,6,7-tetrahydro-thiazolo[5,4-c]pyridin-2-yl)-2-(1-methyl-1H-tetrazol-5-ylsulfanyl)-5-nitro-benzamide